(R)-2-((3-chlorophenyl)amino)-2-oxo-1-phenylethyl 3-amino-6-(1-(piperidin-4-yl)-1H-pyrazol-4-yl)pyrazine-2-carboxylate hydrochloride Cl.NC=1C(=NC(=CN1)C=1C=NN(C1)C1CCNCC1)C(=O)O[C@@H](C(=O)NC1=CC(=CC=C1)Cl)C1=CC=CC=C1